5-(5-methyl-2-(5-methyl-6-(8-(2,2,2-trifluoroacetyl)-3,8-diaza-bicyclo[3.2.1]octan-3-yl)pyridin-3-ylamino)pyrimidin-4-ylamino)benzo[d]oxazol-2(3H)-one CC=1C(=NC(=NC1)NC=1C=NC(=C(C1)C)N1CC2CCC(C1)N2C(C(F)(F)F)=O)NC=2C=CC1=C(NC(O1)=O)C2